FC(CC[C@H](C(NC1=CC=CC=C1)=O)NC(OC(C)(C)C)=O)(C)F (R)-tert-butyl (5,5-difluoro-1-oxo-1-(phenylamino)hexan-2-yl)carbamate